CN(C([S-])=S)C.[Cu+2].CN(C([S-])=S)C copper N,N-dimethyl-dithiocarbamate